bromo-2-(4-(trifluoromethyl)-1H-imidazol-2-yl)benzoic acid BrC=1C(=C(C(=O)O)C=CC1)C=1NC=C(N1)C(F)(F)F